FC=1C=C(C=CC1F)[C@H]1[C@@H](C(N(CC1)C12CC(C1)(C2)C2=CC=NC=C2)=O)O trans-4-(3,4-difluorophenyl)-3-hydroxy-1-(3-(pyridin-4-yl)bicyclo[1.1.1]pentan-1-yl)piperidin-2-one